1-(2-fluoro-4-methoxyphenyl)-2-methylpropan-1-one FC1=C(C=CC(=C1)OC)C(C(C)C)=O